3-(dibenzo[b,d]furan-1-yl)benzene tert-butyl-3-((3-(trifluoromethyl)phenyl)carbamoyl)-4,7-dihydrothieno[2,3-c]pyridine-6(5H)-carboxylate C(C)(C)(C)OC(=O)N1CC2=C(CC1)C(=CS2)C(NC2=CC(=CC=C2)C(F)(F)F)=O.C2(=CC=CC=1OC3=C(C12)C=CC=C3)C=3C=CC=CC3